(R,S)-7-(3-(2-(1H-Pyrrolo[2,3-b]pyridin-3-yl)thiazol-4-yl)phenyl)-6,6-dimethyl-6,7-dihydro-5H-cyclopenta[b]pyridin-7-ol N1C=C(C=2C1=NC=CC2)C=2SC=C(N2)C=2C=C(C=CC2)[C@@]2(C(CC=1C2=NC=CC1)(C)C)O